N-Boc-4-(methylamino)piperidine C(=O)(OC(C)(C)C)N1CCC(CC1)NC